9-(4,4,5,5-tetramethyl-1,3,2-dioxaborolan-2-yl)-1,2,3,9b-tetrahydrobenzo[c]thieno[2,1-e]isothiazole 4-oxide CC1(OB(OC1(C)C)C1=CC=CC=2NS3(C(C21)CCC3)=O)C